ClC=1C=CC2=C(C(=NO2)N)C1 5-chlorobenzo[d]isoxazol-3-amine